((1R)-1-(5-benzyl-3-((benzyloxy)methyl)-4,5-dihydroisoxazole-5-carboxamido)-2-phenylethyl)boronic acid C(C1=CC=CC=C1)C1(CC(=NO1)COCC1=CC=CC=C1)C(=O)N[C@@H](CC1=CC=CC=C1)B(O)O